CC(=O)NC(=C)C(=O)O acetamidoacrylic acid